tert-Butyl-(S,E)-5-fluoro-7-isobutyl-2-((3-(2-((methoxycarbonyl)amino)-7-oxo-7-(pyrrolidin-1-yl)hept-5-enamido)-2-oxopyridin-1(2H)-yl)methyl)-1H-indol-1-carboxylat C(C)(C)(C)OC(=O)N1C(=CC2=CC(=CC(=C12)CC(C)C)F)CN1C(C(=CC=C1)NC([C@H](CC\C=C\C(N1CCCC1)=O)NC(=O)OC)=O)=O